N-((5-bromopyridin-2-yl)methyl)-2-methylpropan-1-amine BrC=1C=CC(=NC1)CNCC(C)C